N-methylpyridine-2,4-dicarboxamide CNC(=O)C1=NC=CC(=C1)C(=O)N